FC=1C=C(C=C(C1)F)C1CC=NN1C(=O)C12CC(C1)(C2)CNC=2N=CC(=NC2)C#N 5-(((3-(5-(3,5-difluorophenyl)-4,5-dihydro-1H-pyrazole-1-carbonyl)bicyclo-[1.1.1]pentan-1-yl)methyl)amino)pyrazine-2-carbonitrile